FC1=C(C=CC(=C1)F)\C=C\S(=O)(=O)C1=CC=CC=C1 (E)-2,4-difluoro-1-(2-(benzenesulfonyl)vinyl)benzene